C(CC)(=O)[O-].[Zr+4].C(CC)(=O)[O-].C(CC)(=O)[O-].C(CC)(=O)[O-] Zirconium propionat